5,6-dinitrobenzene [N+](=O)([O-])C=1C=CC=CC1[N+](=O)[O-]